(5-(6-(difluoromethoxy)-1H-pyrrolo[2,3-b]pyridin-3-yl)pyrazolo[1,5-a]pyridin-3-yl)(piperidin-1-yl)methanone FC(OC1=CC=C2C(=N1)NC=C2C2=CC=1N(C=C2)N=CC1C(=O)N1CCCCC1)F